BrC1=CC=CC(=N1)N1C2CN(C(C1)CC2)C(=O)OC(C)(C)C tert-butyl 5-(6-bromopyridin-2-yl)-2,5-diazabicyclo[2.2.2]octane-2-carboxylate